BrCC1=CC=C(C=C1)C=1N(C=C(N1)C(F)(F)F)C 2-(4-(bromomethyl)phenyl)-1-methyl-4-(trifluoromethyl)-1H-imidazole